4-(6-(2-hydroxy-6-methyl-4-(trifluoromethyl)phenyl)-2H-pyrazolo[3,4-b]pyrazin-2-yl)-1-methylphosphinane 1-oxide OC1=C(C(=CC(=C1)C(F)(F)F)C)C=1C=NC=2C(N1)=NN(C2)C2CCP(CC2)(C)=O